ClC1=NC=CC(=C1Cl)OC 2,3-dichloro-4-methoxypyridine